1-(trans-4-((4-(4-chloro-1H-pyrazol-3-yl)-5-cyanopyrimidin-2-yl)amino)cyclohexyl)-3-ethyl-1-(5-(2-methoxypyrimidin-5-yl)pyrazin-2-yl)urea ClC=1C(=NNC1)C1=NC(=NC=C1C#N)N[C@@H]1CC[C@H](CC1)N(C(=O)NCC)C1=NC=C(N=C1)C=1C=NC(=NC1)OC